ClC=1N=C(C=2N(C1)C=C(N2)CC(=O)[O-])N2CCOCC2.[Li+] lithium(I) 2-(6-chloro-8-morpholinoimidazo[1,2-a]pyrazin-2-yl)acetate